ethyl (1s,3s)-3-(((trifluoromethyl)sulfonyl)oxy)cyclobutane-1-carboxylate FC(S(=O)(=O)OC1CC(C1)C(=O)OCC)(F)F